N(=[N+]=[N-])C1C2=CC(C=CN2CC12CCNCC2)=O 1-azido-7-oxo-1,7-dihydro-3H-spiro[indolizine-2,4'-piperidine]